4-((2,2-difluoroethyl)(4-(5,6,7,8-tetrahydro-1,8-naphthyridin-2-yl)butyl)amino)-2-(quinazolin-4-ylamino)butanoic acid FC(CN(CCC(C(=O)O)NC1=NC=NC2=CC=CC=C12)CCCCC1=NC=2NCCCC2C=C1)F